9-bromo-8-chloro-10-fluoro-2-(((2R,7aS)-2-fluoro-hexahydro-1H-pyrrolizin-7a-yl)methoxy)-4-methyl-5,6-dihydro-4H-[1,4]oxazepino[5,6,7-de]quinazoline BrC=1C(=C2C=3C(=NC(=NC3C1F)OC[C@]13CCCN3C[C@@H](C1)F)N(CCO2)C)Cl